1-({4-chloro-8-[(2-methylbiphenyl-3-yl)amino]-1,7-naphthyridin-3-yl}methyl)piperidine-2-carboxylic acid methyl ester COC(=O)C1N(CCCC1)CC=1C=NC2=C(N=CC=C2C1Cl)NC=1C(=C(C=CC1)C1=CC=CC=C1)C